Tantalum nickel selenium [Se].[Ni].[Ta]